5-((4-chlorophenyl)ethynyl)thiazolo[5,4-b]pyridin-2-amine ClC1=CC=C(C=C1)C#CC1=CC=C2C(=N1)SC(=N2)N